Tert-butyl (1-{[3-(5-methyl-1,3-thiazol-2-yl)-5-({(1R)-1-[2-(trifluoromethyl) pyrimidin-5-yl]ethyl}carbamoyl) phenoxy]methyl} cyclopropyl)carbamate CC1=CN=C(S1)C=1C=C(OCC2(CC2)NC(OC(C)(C)C)=O)C=C(C1)C(N[C@H](C)C=1C=NC(=NC1)C(F)(F)F)=O